(S,E)-methyl 6-(7-fluorobenzo[b]thiophene-2-carboxamido)-7-(1-(2-(2-adamantylamino)-2-oxoethyl)-2-oxo-1,2-dihydropyridin-3-ylamino)-7-oxohept-2-enoate FC1=CC=CC2=C1SC(=C2)C(=O)N[C@@H](CC/C=C/C(=O)OC)C(=O)NC=2C(N(C=CC2)CC(=O)NC2C1CC3CC(CC2C3)C1)=O